5-((5-(3-(5-(tert-butyl)pyridazin-3-yl)cyclopentyl)-1H-pyrazol-3-yl)amino)-4-fluoro-2,3-dihydrobenzo[d]isothiazole 1,1-dioxide C(C)(C)(C)C=1C=C(N=NC1)C1CC(CC1)C1=CC(=NN1)NC=1C=CC2=C(CNS2(=O)=O)C1F